(R)-2-(2-((2,2-dimethoxyethoxy)methyl)-4-(5-iodopyrimidin-2-yl)piperazin-1-yl)-1,3,5-triazine COC(COC[C@@H]1N(CCN(C1)C1=NC=C(C=N1)I)C1=NC=NC=N1)OC